ClC1=CC=C(C=C1)C(C(N1CC2(C3=CC=C(C=C13)OC(F)(F)F)CCCC2)=O)NC=2C=C(C=C(C2)OC)C(C)=NOCCC(=O)O 3-(((1-(3-((1-(4-chlorophenyl)-2-oxo-2-(6'-(trifluoromethoxy)spiro[cyclopentane-1,3'-indolin]-1'-yl)ethyl)amino)-5-methoxyphenyl)ethylidene)amino)oxy)propanoic acid